4-[(2S)-2-(dimethylamino)-3-[3-(pyridin-4-yl)-3-[1-(trifluoromethyl)cyclopropyl]propanamido]propyl]-2-fluorobenzamide CN([C@@H](CC1=CC(=C(C(=O)N)C=C1)F)CNC(CC(C1(CC1)C(F)(F)F)C1=CC=NC=C1)=O)C